ClC1=CC=C(C=C1)N1N=C(N(C1=O)CC(=O)O)N1N=C([C@H](C1)C1=CC=CC=C1)C1=CC=C(C=C1)Cl 2-[1-(4-chlorophenyl)-3-[(4S)-3-(4-chlorophenyl)-4-phenyl-4,5-dihydro-1H-pyrazol-1-yl]-5-oxo-4,5-dihydro-1H-1,2,4-triazol-4-yl]acetic acid